(2-fluoropyridin-3-yl)methanethiol FC1=NC=CC=C1CS